N-(5-(5-(5-(2-cyclopentylethyl)-1,2,4-oxadiazol-3-yl)-1H-benzo[d]imidazol-1-yl)pentyl)-4-methoxybenzamide C1(CCCC1)CCC1=NC(=NO1)C1=CC2=C(N(C=N2)CCCCCNC(C2=CC=C(C=C2)OC)=O)C=C1